N-(2-((1r,3r)-3-aminocyclobutane-1-carboxamido)ethyl)-4-((3-(1-(cyanomethyl)-3-(trifluoromethyl)-1H-pyrazol-4-yl)imidazo[1,2-a]pyrazin-8-yl)amino)-2-ethylbenzamide NC1CC(C1)C(=O)NCCNC(C1=C(C=C(C=C1)NC=1C=2N(C=CN1)C(=CN2)C=2C(=NN(C2)CC#N)C(F)(F)F)CC)=O